piperazin-1,4-dicarboxylate N1(CCN(CC1)C(=O)[O-])C(=O)[O-]